diethylAluminum phosphinate [PH2]([O-])=O.C(C)[Al+]CC